1-Amino-cyclopentane-1-carboxylic acid NC1(CCCC1)C(=O)O